C(=C)C1=CC=C(C=N1)C1(CC1)C#N (6-vinylpyridin-3-yl)cyclopropane-1-carbonitrile